CCCCCCCCCCCCC/C=C/[C@H]([C@H](CO[C@H]1[C@@H]([C@H]([C@H]([C@H](O1)CO)O)O)O)N)O The molecule is a glycosylsphingoid consisting of sphingosine having a beta-D-galactosyl residue attached at the 1-position. It has a role as a human metabolite. It derives from a sphing-4-enine and a sphingosine. It is a conjugate base of a psychosine(1+).